BrCC(=O)NC=1C=C(C=C2C=CNC12)C#N 2-bromo-N-(5-cyano-1H-indol-7-yl)acetamide